FC1=C(C(=C(C=C1)S(=O)(=O)Cl)C)[N+](=O)[O-] 4-Fluoro-2-methyl-3-nitrobenzensulfonylchlorid